3-(difluoromethyl)picolinic acid FC(C=1C(=NC=CC1)C(=O)O)F